FC(C)(F)C1=CC(=NC=C1)N1N=CC(=C1)S(=O)(=O)NC=1C(=CC=C2C=NN(C12)C)OC 1-(4-(1,1-DIFLUOROETHYL)PYRIDIN-2-YL)-N-(6-METHOXY-1-METHYL-1H-INDAZOL-7-YL)-1H-PYRAZOLE-4-SULFONAMIDE